(2S)-1-furo[3,2-c]pyridin-2-ylsulfonylpyrrolidine-2-carboxylic acid O1C(=CC=2C=NC=CC21)S(=O)(=O)N2[C@@H](CCC2)C(=O)O